C(#N)C(C)(C)C1=CC=2N(C=C1)C(=CN2)C2=CC(=C(C(=O)NC1CC1)C(=C2)OC)OC(F)F 4-[7-(1-cyano-1-methyl-ethyl)imidazo[1,2-a]pyridin-3-yl]-N-cyclopropyl-2-(difluoromethoxy)-6-methoxy-benzamide